C1=CC=C(C=C1)N=NC2=C(C=C(C=C2)O)O 4-phenylazoresorcinol